S([O-])(O)=O.[Li+] Lithium bisulfit